δ-hydroxyvaleric acid OCCCCC(=O)O